dimethyl (2-(isoindolin-2-ylmethyl)-5-(piperidin-4-ylmethoxy)pyridin-4-yl)phosphite hydrochloride Cl.C1N(CC2=CC=CC=C12)CC1=NC=C(C(=C1)P(OC)(OC)O)OCC1CCNCC1